(S)-1'-(6-amino-5-((3-chloro-2-(pyrrolidin-1-yl)pyridin-4-yl)thio)-3-methylpyrazin-2-yl)-4,6-dihydrospiro[cyclopenta[d]oxazole-5,4'-piperidine]-6-amine NC1=C(N=C(C(=N1)N1CCC2(CC1)[C@@H](C1=C(N=CO1)C2)N)C)SC2=C(C(=NC=C2)N2CCCC2)Cl